tert-butyl N-[4-(2,5-difluorophenyl)-2-(5,5-difluorotetrahydropyran-2-yl)-3-pyridyl]carbamate FC1=C(C=C(C=C1)F)C1=C(C(=NC=C1)C1OCC(CC1)(F)F)NC(OC(C)(C)C)=O